(2R)-2-amino-N-(5,5-difluorooctahydropentalen-2-yl)-5,5-difluorohexanamide N[C@@H](C(=O)NC1CC2CC(CC2C1)(F)F)CCC(C)(F)F